N-(5-(6-fluoro-3,4-dihydroisoquinolin-2(1H)-yl)-3-methylpyridin-2-yl)-3,3-dimethylbutanamide FC=1C=C2CCN(CC2=CC1)C=1C=C(C(=NC1)NC(CC(C)(C)C)=O)C